CC1=C(OC=2C(=CC(N(C2)C)=O)C=2C3=C(C(N(C2)C)=O)NC(=C3)C3=CN=NN3)C(=CC=C1)C 4-(5-(2,6-dimethylphenoxy)-1-methyl-2-oxo-1,2-dihydropyridin-4-yl)-6-methyl-2-(1H-1,2,3-triazol-5-yl)-1,6-dihydro-7H-pyrrolo[2,3-c]pyridin-7-one